FC1=C(C(=CC=C1C=1C=NN(C1)C1CCC(CC1)C)O)N1CC(NS1(=O)=O)=O 5-(2-fluoro-6-hydroxy-3-(1-(4-methylcyclohexyl)-1H-pyrazol-4-yl)phenyl)-1,2,5-thiadiazolidin-3-one 1,1-dioxide